5-{2-amino-[1,2,4]triazolo[1,5-a]pyridin-7-yl}-2-methoxy-6-methyl-N-{1-[3-(trifluoromethoxy)phenyl]ethyl}pyridine-3-carboxamide NC1=NN2C(C=C(C=C2)C=2C=C(C(=NC2C)OC)C(=O)NC(C)C2=CC(=CC=C2)OC(F)(F)F)=N1